(S)-3-(4-(4-(([1,1'-biphenyl]-4-ylmethyl)amino)thieno[3,2-d]pyrimidin-7-yl)phenyl)-2-aminopropionic acid hydrochloride Cl.C1(=CC=C(C=C1)CNC=1C2=C(N=CN1)C(=CS2)C2=CC=C(C=C2)C[C@@H](C(=O)O)N)C2=CC=CC=C2